4-(4-chlorothieno[2,3-d]pyridazin-7-yl)-3-methoxybenzonitrile ClC1=C2C(=C(N=N1)C1=C(C=C(C#N)C=C1)OC)SC=C2